[6-[[1-(trifluoromethyl)pyrazol-3-yl]methyl]-2,6-diazaspiro[3.3]heptan-2-yl]-[6-[3-(trifluoromethyl)-1,2,4-triazol-1-yl]-2-azaspiro[3.3]heptan-2-yl]methanone FC(N1N=C(C=C1)CN1CC2(CN(C2)C(=O)N2CC3(C2)CC(C3)N3N=C(N=C3)C(F)(F)F)C1)(F)F